IC=1N(C(N(C1)CC)CCCC)CCC iodo-1-ethyl-3-propyl-(butyl)imidazole